[C@H]12CN(C[C@H](CC1)N2)C2=CC(=NC=C2)N2CC1(C2)N(CCC1F)C 4-((1R,5S)-3,8-diazabicyclo[3.2.1]octan-3-yl)-8-fluoro-2-(5-methyl-2,5-diazaspiro[3.4]octan-2-yl)pyridin